COC=1C=C(C=C(C1OC)OC)C#N 3,4,5-trimethoxybenzenecarbonitrile